1-(1-hydroxy-2-methylpropan-2-yl)imidazolidin-2-one OCC(C)(C)N1C(NCC1)=O